C1(CCCCC1)NC1=C(C=C(C=C1)S(=O)(=O)NC)C=1N=NN(N1)C1CN(C1)C1=CC=CC=C1 4-(cyclohexylamino)-N-methyl-3-(2-(1-phenylazetidin-3-yl)-2H-tetrazol-5-yl)benzenesulfonamide